3-chloro-2-(6-((6-(methylamino)pyrimidin-4-yl)amino)-1H-pyrazolo[4,3-c]pyridin-1-yl)benzonitrile ClC=1C(=C(C#N)C=CC1)N1N=CC=2C=NC(=CC21)NC2=NC=NC(=C2)NC